COC=1C=C(C=CC1OC)S(=O)(=O)NC1=CC=C(C=C1)B(O)O [4-(3,4-Dimethoxybenzenesulfonamido)phenyl]boronic acid